(5-amino-1-{6-[(2,6-difluorophenyl)oxy]-4-methylpyridin-3-yl}pyrazol-4-yl)[1-(1-methyl-hexahydropyridin-4-yl)-2,3,4,6-tetrahydro-1H-pyrrolo[2,3-g]quinoxalin-7-yl]methanone NC1=C(C=NN1C=1C=NC(=CC1C)OC1=C(C=CC=C1F)F)C(=O)C1=CC2=C(C=C3NCCN(C3=C2)C2CCN(CC2)C)N1